heptacosyl oleate C(CCCCCCC\C=C/CCCCCCCC)(=O)OCCCCCCCCCCCCCCCCCCCCCCCCCCC